CC(CO)(CO)NCCN1C=CC2=CC=C(C=C12)OCCC1=C(C=CC=C1)OC 2-methyl-2-((2-(6-(2-methoxyphenylethoxy)-1H-indol-1-yl)ethyl)amino)propane-1,3-diol